CC1(N=N1)CCOC1=NC(=NC(=N1)OCCC1(N=N1)C)NCCC 4,6-bis(2-(3-methyl-3H-diazirine-3-yl)ethoxy)-N-propyl-1,3,5-triazine-2-amine